ClC1=C(C(=CC=C1)Cl)N1N=C(C(=N1)C(=O)N)NC1=CC=C(C=C1)C(=O)N1CCC(CC1)N(C)C 2-(2,6-dichlorophenyl)-5-((4-(4-(dimethylamino)piperidine-1-carbonyl)phenyl)amino)-2H-1,2,3-triazole-4-carboxamide